4-(4-chlorobenzoyl)-4-methyl-6-phenyl-5-hexynonitrile ClC1=CC=C(C(=O)C(CCC#N)(C#CC2=CC=CC=C2)C)C=C1